7-bromo-2,4-dichloro-pyrido[2,3-d]pyrimidine BrC=1C=CC2=C(N=C(N=C2Cl)Cl)N1